FC(C)(F)C1=NC(=CC(=N1)NC1=CC(=NC=C1C1=NC=NC(=C1)C(F)F)NC(C)=O)C N-(4-((2-(1,1-difluoroethyl)-6-methylpyrimidin-4-yl)amino)-5-(6-(difluoromethyl)pyrimidin-4-yl)pyridin-2-yl)acetamide